8-(3-ethoxy-1-(tetrahydro-2H-pyran-2-yl)-1H-pyrazolo[3,4-d]pyrimidin-6-yl)-2-(6-(trifluoromethyl)pyridin-3-yl)-2,8-diazaspiro[4.5]decan-3-one C(C)OC1=NN(C2=NC(=NC=C21)N2CCC1(CC(N(C1)C=1C=NC(=CC1)C(F)(F)F)=O)CC2)C2OCCCC2